N1=CN=CC=2C(CCCC12)O 5,6,7,8-tetrahydroquinazolin-5-ol